N-[4-(Chlorodifluoro-methoxy)phenyl]-5-(morpholin-4-yl)-6-oxo-1-(pyrimidin-5-yl)-1,6-dihydropyridine-3-carboxamide ClC(OC1=CC=C(C=C1)NC(=O)C1=CN(C(C(=C1)N1CCOCC1)=O)C=1C=NC=NC1)(F)F